(2S,4R)-1-((S)-2-amino-3,3-dimethylbutyryl)-N-((R)-1-(2'-chloro-[1,1'-biphenyl]-4-yl)-2-hydroxyethyl)-4-hydroxypyrrolidine-2-carboxamide N[C@H](C(=O)N1[C@@H](C[C@H](C1)O)C(=O)N[C@@H](CO)C1=CC=C(C=C1)C1=C(C=CC=C1)Cl)C(C)(C)C